3-(4-chlorophenyl)-1-[2-(3-chlorophenyl)ethyl]urea ClC1=CC=C(C=C1)NC(NCCC1=CC(=CC=C1)Cl)=O